BrC1=C(CCNC(OC(C)(C)C)=O)C=CC(=C1)[N+](=O)[O-] tert-Butyl (2-bromo-4-nitrophenethyl)carbamate